ClC=1C(=CC(=C(C(=O)O)C1)NC1=C(C=C(C=C1)F)C)F 5-chloro-4-fluoro-2-((4-fluoro-2-methylphenyl)-amino)benzoic acid